4-butylhexahydro-2H-benzo[b][1,4]oxazin-3(4H)-one C(CCC)N1C2C(OCC1=O)CCCC2